S1C(=NC2=C1C=CC=C2)OC2=CC=C(C=C2)C(C(F)(F)F)(C)O 2-[4-(1,3-benzothiazol-2-yloxy)phenyl]-1,1,1-trifluoropropan-2-ol